N'-((1-(2,2-difluoroethyl)-3,5-diisopropyl-1H-pyrazol-4-yl)carbamoyl)-6,7-dihydro-5H-pyrazolo[5,1-b][1,3]oxazine-3-sulfonimidamide FC(CN1N=C(C(=C1C(C)C)NC(=O)N=S(=O)(N)C=1C=NN2C1OCCC2)C(C)C)F